methyl 5-bromo-4-chloro-2,7-dimethyl-2-(1,4-dioxaspiro[4.5]decan-8-yl)-2,3-dihydrobenzofuran-6-carboxylate BrC=1C(=C(C2=C(CC(O2)(C2CCC3(OCCO3)CC2)C)C1Cl)C)C(=O)OC